N-methoxy-N-methyl-4-[5-(trifluoromethyl)-1,2,4-oxadiazol-3-yl]benzamide CON(C(C1=CC=C(C=C1)C1=NOC(=N1)C(F)(F)F)=O)C